5-(2,2-difluoropropyl)-4,6-dimethoxy-pyrimidin-2-amine FC(CC=1C(=NC(=NC1OC)N)OC)(C)F